ClC=1C=C2C=CN(C2=C(C1)C1=C2C(=NC=C1)C=C(S2)CC2C(CCC2=O)=O)CC2(CCNCC2)F 2-((7-(5-Chloro-1-((4-fluoropiperidin-4-yl)methyl)-1H-indol-7-yl)thieno[3,2-b]pyridin-2-yl)methyl)cyclopentan-1,3-dione